3-Chloro-6-fluoro-N-(5-methoxy-3,4,6-trimethylpyridin-2-yl)benzo[b]thiophen-2-carboxamid ClC=1C2=C(SC1C(=O)NC1=NC(=C(C(=C1C)C)OC)C)C=C(C=C2)F